1-(2-(3,8-diazabicyclo[3.2.1]octan-8-yl)-6,7-dihydrothiazolo[5,4-c]pyridin-5(4H)-yl)-2-methylpropan-1-one C12CNCC(CC1)N2C=2SC=1CN(CCC1N2)C(C(C)C)=O